C1=CC=CC=2C3=CC=CC=C3C(=CC12)C1=CC=C(C=C1)NC=1C=C(C(=CC1)C1=CC=C(C=C1)C1=CC2=CC=CC=C2C=C1)C1=CC=CC=C1 (4-phenanthrene-9-yl-phenyl)-(4-naphthalene-2-yl-[1,1':2',1'']terphenyl-4'-yl)-amine